O1CC=CC2=CC=CC(=C12)O chromen-8-ol